(S)-8-((5-Bromopentyl)oxy)-7-methoxy-2-(4-(4-methylpiperazin-1-yl)phenyl)-1,10,11,11a-tetrahydro-5H-benzo[e]pyrrolo[1,2-a][1,4]diazepin-5-one BrCCCCCOC=1C(=CC2=C(NC[C@H]3N(C2=O)C=C(C3)C3=CC=C(C=C3)N3CCN(CC3)C)C1)OC